CC1=NOC(=C1C1CC(CCN1)(C(=O)NC)C1=NC2=CC=CC=C2C(=N1)N1C(COCC1)C1=CC=CC=C1)C 6-(3,5-dimethylisoxazol-4-yl)-4-(3-phenylmorpholinoquinazolin-2-yl)-N-methylpiperidine-4-carboxamide